bis(4-chlorobenzoyl)-trans-1,2-cyclohexanediamine ClC1=CC=C(C(=O)[C@@]2([C@@](CCCC2)(N)C(C2=CC=C(C=C2)Cl)=O)N)C=C1